[1-(4-bromophenyl)-4-piperidyl]methanol BrC1=CC=C(C=C1)N1CCC(CC1)CO